C1(=CC=CC=C1)[Si](O[Si](O[Si](CCCN)(C1=CC=CC=C1)C1=CC=CC=C1)(C)C)(CCCN)C1=CC=CC=C1 1,1,5,5-Tetraphenyl-3,3-dimethyl-1,5-bis(3-aminopropyl)trisiloxan